6-bromo-3-bromo-N-(1-(4-cyclopropylphenyl)ethyl)-2-nitroaniline BrC1=CC=C(C(=C1NC(C)C1=CC=C(C=C1)C1CC1)[N+](=O)[O-])Br